ethyl (2R,3S)-2-azido-3-hydroxy-4-methoxybutanoate N(=[N+]=[N-])[C@@H](C(=O)OCC)[C@@H](COC)O